COC=1C=CC(=NC1[C@@H]1[C@H](C1)C(=O)O)C=1C=NC=C(C1)OCC1=CC=C(C=C1)OC(F)(F)F (1S,2S)-2-(5-methoxy-5'-{[4-(trifluoromethoxy)benzyl]oxy}-2,3'-bipyridin-6-yl)cyclopropanecarboxylic acid